OC1=NOC(=C1)C(C(=O)OCC)C(C)C ethyl 2-(3-hydroxy-1,2-oxazol-5-yl)-3-methylbutyrate